tert-butyl (1-(benzo[d][1,3]dioxol-5-yl-2,2-d2)-1-oxopropan-2-yl)(methyl)carbamate O1C(OC2=C1C=CC(=C2)C(C(C)N(C(OC(C)(C)C)=O)C)=O)([2H])[2H]